(R)-5-(2-amino-[1,2,4]triazolo[1,5-a]pyridin-7-yl)-N-(1-(2-fluoro-5-(trifluoromethoxy)phenyl)ethyl-2,2,2-d3)-2,6-dimethylnicotinamide NC1=NN2C(C=C(C=C2)C=2C(=NC(=C(C(=O)N[C@H](C([2H])([2H])[2H])C3=C(C=CC(=C3)OC(F)(F)F)F)C2)C)C)=N1